(Z)-N'-(3,6-dichloropyridazin-4-yl)-4-(1,4,4,4-tetrafluoro-3-(3,4,5-trichlorophenyl)but-1-en-1-yl)-2-(trifluoromethyl)benzoyl-hydrazine ClC=1N=NC(=CC1NNC(C1=C(C=C(C=C1)/C(=C/C(C(F)(F)F)C1=CC(=C(C(=C1)Cl)Cl)Cl)/F)C(F)(F)F)=O)Cl